C(CCCCC)OC=1C=C(C(=O)Cl)C=C(C1)OCCCCCC 3,5-dihexyloxybenzoyl chloride